C(C1=CC=CC=C1)N1C=C(C2=CC(=CC=C12)O)CC=1C(=C(C=CC1)C1=C(C=CC=C1)C)C 1-benzyl-3-((2,2'-dimethyl-[1,1'-biphenyl]-3-yl)methyl)-1H-indol-5-ol